C(C1=CC=CC=C1)OC1=NC(=CC=C1N1C(N(C2=C1C=CC(=C2)C=2C=NN(C2C)CC(=O)OCC)C)=O)OCC2=CC=CC=C2 ethyl 2-[4-[1-(2,6-dibenzyloxy-3-pyridyl)-3-methyl-2-oxo-benzimidazol-5-yl]-5-methyl-pyrazol-1-yl]acetate